2,2-dimethylolbutanal C(O)C(C=O)(CC)CO